C(C=C)OC(C(CN1CC[C@@H]2N(CC([C@@H]21)(F)F)C(=O)OC(C)(C)C)(C)C)=O cis-tert-butyl 4-(3-(allyloxy)-2,2-dimethyl-3-oxopropyl)-3,3-difluorohexahydro-pyrrolo[3,2-b]pyrrole-1(2H)-carboxylate